N-(2-Fluoro-4-methyl-5-(8-morpholinoimidazo[1,2-a]pyridin-6-yl)phenyl)-1-(trifluoromethyl)-1H-pyrrole-3-carboxamide FC1=C(C=C(C(=C1)C)C=1C=C(C=2N(C1)C=CN2)N2CCOCC2)NC(=O)C2=CN(C=C2)C(F)(F)F